ClC1=CC(=NC(=C1)N(C(C)C)CC)C(=O)NC1=CC(=C(C(=O)OC)C=C1)C Methyl 4-(4-chloro-6-(ethyl(isopropyl)amino)picolinamido)-2-methylbenzoate